2-(7-amino-2-(3-fluorophenyl)-2-methyl-naphtho[2,3-d][1,3]dioxol-6-yl)propan-2-ol NC=1C(=CC2=CC3=C(OC(O3)(C)C3=CC(=CC=C3)F)C=C2C1)C(C)(C)O